Cl.Cl.F[C@H]1C(NC(C[C@H]1OC1=CC=C(N=N1)C1=NC=C(C=C1O)C=1C=CC=2N(N1)C=C(N2)C)(C)C)(C)C 2-(6-{[(3S,4R)-3-fluoro-2,2,6,6-tetramethylpiperidin-4-yl]oxy}pyridazin-3-yl)-5-(2-methylimidazo[1,2-b]pyridazin-6-yl)pyridin-3-ol dihydrochloride